1-(3-phenylbut-3-en-1-yl)piperazine C1(=CC=CC=C1)C(CCN1CCNCC1)=C